2-pyrrolinecarboxamide N1(C=CCC1)C(=O)N